3-(6-chloro-1-[[2-(trimethylsilyl)ethoxy]methyl]pyrrolo[2,3-b]pyridin-3-yl)-2-ethoxypyridine ClC1=CC=C2C(=N1)N(C=C2C=2C(=NC=CC2)OCC)COCC[Si](C)(C)C